4-[3-[2,6-Dichloro-4-[4-(oxetan-3-yl)piperazin-1-yl]benzoyl]-7-fluoro-2,4-dihydro-1,3-benzoxazin-8-yl]-5-fluoro-2-morpholin-4-ylbenzoic acid ClC1=C(C(=O)N2COC3=C(C2)C=CC(=C3C3=CC(=C(C(=O)O)C=C3F)N3CCOCC3)F)C(=CC(=C1)N1CCN(CC1)C1COC1)Cl